CC1=C(N=C2C=3C=C(C=NC3C=CN21)C=2C=NN(C2)C)C=2C=C(C=CC2)NC(C=C)=O N-(3-(3-Methyl-9-(1-methyl-1H-pyrazol-4-yl)imidazo[2,1-f][1,6]naphthyridin-2-yl)phenyl)acrylamide